BrC=1C=CC=C2C(=CC(=NC12)C(F)(F)F)N[C@@H]1C[C@@H](CCC1)NC(C1=CC=C(C=C1)OC)=O N-[(1r,3s)-3-[[8-bromo-2-(trifluoromethyl)-4-quinolinyl]amino]cyclohexyl]-4-methoxy-benzamide